ClC=1C=C(C=C(C1)S(=O)(=O)C)NC(=O)C1=CN(C(=C1)C1=NC=C(C=C1F)N1CCC2(COC2)CC1)C N-(3-chloro-5-(methylsulfonyl)phenyl)-5-(3-fluoro-5-(2-oxa-7-azaspiro[3.5]non-7-yl)pyridin-2-yl)-1-methyl-1H-pyrrole-3-carboxamide